NC1=C(C=2C(=NC(=C(C2)N2CC(CC2)(F)F)C)N1C1=C(C(=CC=C1C)OCC1=CC=C(C=C1)OC)C)C#N 2-Amino-5-(3,3-difluoropyrrolidin-1-yl)-1-(3-((4-methoxybenzyl)oxy)-2,6-dimethylphenyl)-6-methyl-1H-pyrrolo[2,3-b]pyridine-3-carbonitrile